(1R,3aS,3bS,4R,5R,5aS,10aR,12aR)-10a,12a-dimethyl-1-((R)-6-methylheptan-2-yl)-1,2,3,3a,3b,4,5,5a,6,7,10,10a,10b,11,12,12a-hexadecahydrocyclopenta[5,6]naphtho[1,2-f]indazole-4,5-diol C[C@]12CC=3C=NNC3C[C@@H]1[C@H]([C@@H]([C@H]1[C@H]3[C@](CCC12)([C@H](CC3)[C@H](C)CCCC(C)C)C)O)O